C1(CC1)N1N=CC(=C1)C=1N(C(=C(N1)NC(OC(C)(C)C)=O)S(=O)(=O)CC)C tert-butyl N-[2-(1-cyclopropylpyrazol-4-yl)-5-ethylsulfonyl-1-methyl-imidazol-4-yl]carbamate